tin lead oxide [Pb]=O.[Sn]